3,5-dimethoxyaniline COC=1C=C(N)C=C(C1)OC